2,2-bis(t-butylperoxy)4-methylpentane Zinc [Zn].C(C)(C)(C)OOC(C)(CC(C)C)OOC(C)(C)C